FC=1C=C(C=C(C1N1CCN(CC1)C1CCNCC1)F)NC1C(NC(CC1)=O)=O 3-((3,5-difluoro-4-(4-(piperidin-4-yl)piperazin-1-yl)phenyl)amino)piperidine-2,6-dione